N-[2-(2-benzyloxy-ethoxy)ethoxy]-N-propyl-carbamic acid tert-butyl ester C(C)(C)(C)OC(N(CCC)OCCOCCOCC1=CC=CC=C1)=O